OC1=CC(NC12CCC(CC2)=O)=O 4-hydroxy-8-oxo-1-azaspiro[4.5]Dec-3-en-2-one